ClC=1C=C(C=NC1N1N=CC=N1)NC(=O)[C@H]1C[C@](C2=C1C=NC=1N2N=C(C1)F)(C)C=1C=NN(C1)C(C)C (6S,8R)-N-(5-chloro-6-(2H-1,2,3-triazol-2-yl)pyridin-3-yl)-2-fluoro-8-(1-isopropyl-1H-pyrazol-4-yl)-8-methyl-7,8-dihydro-6H-cyclopenta[e]pyrazolo[1,5-a]pyrimidine-6-carboxamide